2-methyl-2-(methylamino)propanamide CC(C(=O)N)(C)NC